2-methyl-2-n-butyl-1,3-dimethoxypropane CC(COC)(COC)CCCC